sodium seleno-sulfite S(=[Se])([O-])[O-].[Na+].[Na+]